C1(CCCC1)N1C(=CC2=C1N=C(N=C2)NC2=CC=C(C=C2)N2CCN(CC2)C2=CC(=CC=C2)C2C(NC(CC2)=O)=O)C(=O)N(C)C 7-cyclopentyl-2-((4-(4-(3-(2,6-dioxopiperidin-3-yl)phenyl)-piperazin-1-yl)-phenyl)amino)-N,N-dimethyl-7H-pyrrolo[2,3-d]pyrimidine-6-carboxamide